Cl.C(C1=CC=CC=C1)OC=1C=C2C=CC(=C(C2=CC1)OC1=CC=C(OCCN2[C@H](CN[C@H](C2)C)C)C=C1)C1=CC=C(C=C1)S(=O)(=O)C |&1:31| (2S,SR)-1-(2-(4-((6-(benzyloxy)-2-(4-(methylsulfonyl)phenyl)naphthalen-1-yl)oxy)phenoxy)ethyl)-2,5-dimethylpiperazine hydrochloride